C(C)(C)(C)OC(=O)N1CCOC2=C(C1C)C=CC(=C2)Br.FC=2C=C(C=CC2)CC(=O)NC2=CC(=C(C=C2)C=2C=NC=C(C2)C(F)(F)F)S(N)(=O)=O 2-(3-fluorophenyl)-N-{3-sulfamoyl-4-[5-(trifluoromethyl)pyridin-3-yl]phenyl}Acetamide tert-Butyl-8-bromo-5-methyl-2,3-dihydrobenzo[f][1,4]oxazepine-4(5H)-carboxylate